C(C)(C)(C)C1N(CC1CC(=O)NC1=C(C=C(C=C1)Cl)F)C(=O)O.C(CCCCCCCC)C1=CC=C(C=C1)C(O)(C(CO)(CO)CO)C1=CC=C(C=C1)CCCCCCCCC bis(monononylphenyl)pentaerythritol tert-butyl-3-(2-((4-chloro-2-fluorophenyl)amino)-2-oxoethyl)azetidine-1-carboxylate